bis-(styryl)-methanol C(=CC1=CC=CC=C1)C(O)C=CC1=CC=CC=C1